NCCC(C(SCC1=CC=C(C=C1)C(NCCN)=O)=O)(C)C S-(4-((2-aminoethyl)carbamoyl)benzyl) 4-amino-2,2-dimethylbutanethioate